ClC=1C(=NC(=NC1)NC1=C(C=C2CCN(CC2=C1)C)OC)N1C=C(C2=CC=CC=C12)CC#N 2-(1-(5-chloro-2-((6-methoxy-2-methyl-1,2,3,4-tetrahydroisoquinolin-7-yl)amino)pyrimidin-4-yl)-1H-indol-3-yl)acetonitrile